6-(3,8-diazabicyclo[3.2.1]octan-3-yl)-2-(2,6-dioxopiperidin-3-yl)-4,5-difluoroisoindoline-1,3-dione C12CN(CC(CC1)N2)C2=C(C(=C1C(N(C(C1=C2)=O)C2C(NC(CC2)=O)=O)=O)F)F